Cl.N1N=C(C=C1)CN (1H-pyrazol-3-yl)methanamine hydrochloride